3-(1-methyl-7-((7-(piperidin-1-yl)heptyl)amino)-1H-indazol-3-yl)piperidine-2,6-dione CN1N=C(C2=CC=CC(=C12)NCCCCCCCN1CCCCC1)C1C(NC(CC1)=O)=O